tertiary hexylperoxyneohexanoate C(C)(C)(CCC)OOC(CC(C)(C)C)=O